ClC1=NC=CC(=N1)OC=1N=CC=2CCC3=C(C2C1)NC1=C3C(NCC1)=O 2-((2-chloropyrimidin-4-yl)oxy)-5,6,8,9,10,11-hexahydro-7H-pyrido[3',4':4,5]pyrrolo[2,3-f]isoquinolin-7-one